BrC1=CC=CC(=N1)NC(=O)[C@H]1N(C[C@@H](C1)F)C(CN1N=C(C=C1C=1C=NC=CC1)C(=O)N)=O 1-(2-((2S,4R)-2-((6-bromopyridin-2-yl)carbamoyl)-4-fluoropyrrolidin-1-yl)-2-oxoethyl)-5-(pyridin-3-yl)-1H-pyrazole-3-carboxamide